FC=1C=NN2C1C(=CC(=C2)C=2N=NN(C2C)C2CCN(CC2)C(=O)OC(C)(C)C)O tert-butyl 4-[4-(3-fluoro-4-hydroxy-pyrazolo[1,5-a]pyridine-6-yl)-5-methyl-triazol-1-yl]piperidine-1-carboxylate